tert-Butyl 2-(1H-pyrrolo[2,3-b]pyridin-5-yloxy)-4-(piperazin-1-yl)benzoate N1C=CC=2C1=NC=C(C2)OC2=C(C(=O)OC(C)(C)C)C=CC(=C2)N2CCNCC2